C(C(=C)C)(=O)O.C(C(=C)C)(=O)O.C(C(=C)C)(=O)O.C(O)C(C)(CO)CO 1,1,1-trimethylolethane trimethacrylate